methyl (2R)-2-aminodec-9-enoate N[C@@H](C(=O)OC)CCCCCCC=C